C(C)(C)(C)OC(=O)N1[C@@H](CN([C@H](C1)CC)C=1C=2N(N(C(C1)=O)C)C=C(N2)COC)CC (2R,5S)-2,5-diethyl-4-(2-(methoxymethyl)-5-methyl-6-oxo-5,6-dihydroimidazo[1,2-b]pyridazin-8-yl)piperazine-1-carboxylic acid tert-butyl ester